C(C)(C)(C)N(C(O)=O)CCN(C)CCN1C(C=CC1=O)=O.CC#CCCCCC methyl-heptyne tert-butyl-(2-((2-(2,5-dioxo-2,5-dihydro-1H-pyrrol-1-yl)ethyl)(methyl)amino)ethyl)carbamate